potassium indoleacetate N1C(=CC2=CC=CC=C12)CC(=O)[O-].[K+]